[Cl-].C(CCCCCCCCCCCCCCCC)[N+]1(C=NCC1)CCO Heptadecyl-hydroxyethylimidazolinium chloride